3-bromo-7-chloro-[1,2,4]triazolo[4,3-a]pyridine BrC1=NN=C2N1C=CC(=C2)Cl